C(C)C(CC(C(=O)[O-])S)CCCC.C(C)C(CC(C(=O)[O-])S)CCCC.[Sn+2] tin bis(2-ethylhexylthioglycolate)